(6R)-6-[(2-{4-[(propan-2-yl)oxy]phenyl}[1,2,4]triazolo[1,5-c]quinazolin-5-yl)amino]-1,4-diazepin-5-one CC(C)OC1=CC=C(C=C1)C1=NN2C(=NC=3C=CC=CC3C2=N1)NC=1C(N=CC=NC1)=O